C12SCCC2O1 6-Oxa-2-thiabicyclo[3.1.0]hexane